1-[6-chloro-2-(4-fluorophenyl)-3-(pyridin-4-yl)-3H-imidazo[4,5-b]Pyridin-5-yl]piperazine ClC=1C=C2C(=NC1N1CCNCC1)N(C(=N2)C2=CC=C(C=C2)F)C2=CC=NC=C2